FC(C1=NN=C(O1)C1=CC=C(S1)CN1N=NC(=C1)C=1C=CC(=NC1)N)(F)F 5-[1-[[5-[5-(trifluoromethyl)-1,3,4-oxadiazol-2-yl]thiophen-2-yl]methyl]triazol-4-yl]pyridin-2-amine